ClC1=C(C=CC(=C1)Cl)C=1OC(=C(N1)CCC(=O)C1=C(C=C(C=C1)OCCO)C)C(C)C 3-(2-(2,4-dichlorophenyl)-5-isopropyloxazol-4-yl)-1-(4-(2-hydroxyethoxy)-2-methylphenyl)propan-1-one